6-(4-Ethyl-3-(hydroxymethyl)-5-oxo-4,5-dihydro-1H-1,2,4-triazol-1-yl)-7-Fluoro-2-(2-fluoro-6-tolyl)-4-(prop-1-en-2-yl)isoquinolin-1(2H)-one C(C)N1C(=NN(C1=O)C=1C=C2C(=CN(C(C2=CC1F)=O)C1=CC=CC(=C1C)F)C(=C)C)CO